NC=1C(=NC(=NC1C1=C2C=NNC2=CC=C1C)C1=C(C=CC=C1)NCC1(CC1)C)C(=O)N 5-amino-2-[2-[(1-methylcyclopropyl)methylamino]phenyl]-6-(5-methyl-1H-indazol-4-yl)pyrimidine-4-carboxamide